C(C)(C)(C)OC(=O)N1[C@H]([C@H]2CCCC([C@@H]2CC1)=O)C.CC=1C(=C(C=CC1)S(=O)(=O)O)C dimethylphenyl-sulfonate tert-butyl-(1S,4aR,8aS)-1-methyl-5-oxo-1,3,4,4a,6,7,8,8a-octahydroisoquinoline-2-carboxylate